FC(C1=C(C(=CC=C1)F)N1CCC(CC1)NC(C)C1=NN(C=C1[N+](=O)[O-])C1OCCCC1)F [1-(2-Difluoromethyl-6-fluorophenyl)-piperidin-4-yl]-{1-[4-nitro-1-(tetrahydro-pyran-2-yl)-1H-pyrazol-3-yl]-ethyl}-amine